(2-Fluorophenyl)-[1]benzopyrano[3,4-d]imidazol-4(1H)-one FC1=C(C=CC=C1)N1C=NC2=C1C1=C(OC2=O)C=CC=C1